OC1=NC=NC2=CC(=C(C=C12)C1CN(C1)C(=O)OC(C)(C)C)OC tert-butyl 3-(4-hydroxy-7-methoxyquinazolin-6-yl)azetidine-1-carboxylate